N1C=NC(=C1)C=1N=CNC1 1H,1'H-[4,4'-biimidazol]